O1CC(CC2=CC=CC=C12)C(=O)C1=CN(C2=CC(=CC=C12)C=1C=NNC1)CCO Chroman-3-yl-[1-(2-hydroxyethyl)-6-(1H-pyrazol-4-yl)indol-3-yl]methanone